C(C)(C)(C)OC(=O)NCC1(CCN(CC1)C=1N=CC(=NC1)S)C.[Na] sodium 5-(4-(((tert-butoxycarbonyl)amino)methyl)-4-methylpiperidin-1-yl)pyrazine-2-thiol